(3-(pyridin-2-yl)-2H-benzopyran-2-one) iridium (iii) [Ir+3].N1=C(C=CC=C1)C=1C(OC2=C(C1)C=CC=C2)=O